C(C(C)C)N1N=CC=2C1=NC(=CC2)N 1-Isobutyl-1H-pyrazolo[3,4-b]pyridin-6-amine